3,6-dichloro-N-(cyclopropylmethyl)-1-((2-(trimethylsilyl)ethoxy)methyl)-1H-pyrrolo[2,3-b]pyridin-4-amine ClC1=CN(C=2N=C(C=C(C21)NCC2CC2)Cl)COCC[Si](C)(C)C